Bismuth(III) trineodecanoate C(CCCCCC(C)(C)C)(=O)[O-].C(CCCCCC(C)(C)C)(=O)[O-].C(CCCCCC(C)(C)C)(=O)[O-].[Bi+3]